tert-butyl (R,Z)-4-(1,2-dimethyl-4-((1-(2-methyl-3-(trifluoromethyl)phenyl)ethyl)imino)-1,4-dihydropyrido[3,4-d]pyrimidin-6-yl)-3,6-dihydropyridine-1(2H)-carboxylate CN1C(=N\C(\C2=C1C=NC(=C2)C=2CCN(CC2)C(=O)OC(C)(C)C)=N/[C@H](C)C2=C(C(=CC=C2)C(F)(F)F)C)C